(3-{4-[6-(3-Morpholin-4-ylpropoxy)pyridin-3-yl]-6-oxo-1,6-dihydropyrimidin-2-yl}-4-(trifluoromethyl)benzyl)isobutyramide N1(CCOCC1)CCCOC1=CC=C(C=N1)C=1N=C(NC(C1)=O)C=1C=C(CC(C(=O)N)(C)C)C=CC1C(F)(F)F